N-[(5-phenyl-1,3,4-thiadiazol-2-yl)methyl]-2,3-dihydrothieno[3,4-b][1,4]dioxine-5-carboxamide C1(=CC=CC=C1)C1=NN=C(S1)CNC(=O)C=1SC=C2OCCOC21